diaminopyruvic acid NC(C(C(=O)O)=O)N